2-bromo-5-ethyl-6-iodo-[1,2,4]triazolo[1,5-a]pyrimidin-7(4H)-one BrC1=NN2C(NC(=C(C2=O)I)CC)=N1